1-(4-Chlorophenyl)cyclopropanecarboxylic acid ClC1=CC=C(C=C1)C1(CC1)C(=O)O